15-methyl-17-oxabicyclo[10.4.1]heptadec-12-ene CC1CC=C2CCCCCCCCCCC(C1)O2